2,2,2-trichloro-1-(1-(1-methylcyclopropyl)-1H-pyrrol-3-yl)ethane-1-one ClC(C(=O)C1=CN(C=C1)C1(CC1)C)(Cl)Cl